C(C=C)(=O)OCCC(C)OC(C=C)=O 1,3-butandiol diacrylate